2-(1-(6-bromopyrrolo[2,1-f][1,2,4]triazin-4-yl)-1,2,3,6-tetrahydropyridin-4-yl)-N-methoxy-N-methylpyrimidine-5-carboxamide BrC=1C=C2C(=NC=NN2C1)N1CCC(=CC1)C1=NC=C(C=N1)C(=O)N(C)OC